3-(4-fluoro-1-oxo-6-(((5-(spiro[3.3]heptan-2-yl)-1,3,4-oxadiazol-2-yl)amino)methyl)isoindolin-2-yl)piperidine-2,6-dione FC1=C2CN(C(C2=CC(=C1)CNC=1OC(=NN1)C1CC2(C1)CCC2)=O)C2C(NC(CC2)=O)=O